para-tolyl-dichlorosilane C1(=CC=C(C=C1)[SiH](Cl)Cl)C